N-[(3R)-1-[2-methyl-4-[[(1R)-1-[3-(trifluoromethyl)phenyl]ethyl]amino]pyrido[3,4-d]pyrimidin-6-yl]pyrrolidin-3-yl]acetamide CC=1N=C(C2=C(N1)C=NC(=C2)N2C[C@@H](CC2)NC(C)=O)N[C@H](C)C2=CC(=CC=C2)C(F)(F)F